BrC1=C(SC2=C1N=C(N=C2N(C(OC(C)(C)C)=O)CC=2OC=CC2)Cl)[C@@H]2[C@@H](CCCC2)[N+](=O)[O-] tert-butyl (7-bromo-2-chloro-6-((1S,2R)-2-nitrocyclohexyl)thieno[3,2-d]pyrimidin-4-yl)(furan-2-ylmethyl)carbamate